NC=1C=CC(=NC1)OC 5-amino-2-meth-oxypyridine